O1C(=NC2=C1C=CC=C2)[C@@H]2CCN(CCC2)C2=C(C(N(C1=CC(=CC=C21)Br)C)=O)C#N 4-[(4S)-4-(1,3-benzoxazol-2-yl)azepan-1-yl]-7-bromo-1-methyl-2-oxo-1,2-dihydroquinoline-3-carbonitrile